C(C1=CC=CC=C1)N(C(O)=O)CC1=NC2=C(N1COCC[Si](C)(C)C)C=C(C=C2)Br.BrC2=CC1=C(N(C(=N1)CNC(OCC1=CC=CC=C1)=O)COCC[Si](C)(C)C)C=C2 benzyl [(5-bromo-1-{[2-(trimethylsilyl)ethoxy]methyl}-1H-benzimidazol-2-yl)methyl]carbamate benzyl-[(6-bromo-1-{[2-(trimethylsilyl)ethoxy]methyl}-1H-benzimidazol-2-yl)methyl]carbamate